4-chloro-N-methyl-N-(3-methyl-1H-pyrazol-5-yl)butanamide ClCCCC(=O)N(C1=CC(=NN1)C)C